NC(C(=O)O)CNC(=O)OC(C)(C)C 2-amino-3-((tert-butoxycarbonyl)amino)propanoic acid